(2S,4R)-4-((4-bromo-2-((2R,6S)-2,6-dimethylmorpholin-4-carbonyl)-6-nitrophenyl)amino)-1-(5-(methylamino)nicotinoyl)-N-((2-(trifluoromethyl)pyrimidin-4-yl)methyl)pyrrolidine-2-formamide BrC1=CC(=C(C(=C1)[N+](=O)[O-])N[C@@H]1C[C@H](N(C1)C(C1=CN=CC(=C1)NC)=O)C(=O)NCC1=NC(=NC=C1)C(F)(F)F)C(=O)N1C[C@H](O[C@H](C1)C)C